C(=O)[O-].ClC=1C=C2C3=C(NC2=CC1)[C@@H]([NH2+]CC3)C[C@H]3COCCC3 (1S)-6-chloro-1-[[(3S)-tetrahydropyran-3-yl]methyl]-2,3,4,9-tetrahydro-1H-pyrido[3,4-b]indol-2-ium formate